C(C)(=O)NC1=C(C(=O)NC=2SC(=C(N2)C)C)C=C(C=C1)NC 2-acetamido-N-(4,5-dimethylthiazol-2-yl)-5-(methylamino)benzamide